N-((R)-1-(4-chloro-2-fluorophenyl)-2,2,2-trifluoroethyl)-2-(2,6-dioxopiperidin-3-yl)-1-oxoisoindoline-5-carboxamide ClC1=CC(=C(C=C1)[C@H](C(F)(F)F)NC(=O)C=1C=C2CN(C(C2=CC1)=O)C1C(NC(CC1)=O)=O)F